C(C1=CC=CC=C1)OC(=O)NCCCC[C@@H](C(=O)NCCCCCC(=O)OCC1=CC=CC=C1)NC(=O)OC(C)(C)C benzyl (S)-6-(6-{[(benzyloxy)carbonyl]amino}-2-[(tert-butoxycarbonyl)amino] hexanamido)hexanoate